3-((S)-2-(3-(2-(3-fluoroazetidin-1-yl)ethyl)-4-methyl-6-oxopyridazine-1(6H)-yl)-4-methylpentanamido)propionic acid FC1CN(C1)CCC1=NN(C(C=C1C)=O)[C@H](C(=O)NCCC(=O)O)CC(C)C